C(C)CCCCOC(C(C(C(=O)O)C(C)C)(C(C)C)C#N)=O 2-cyano-2,3-diisopropylbutanedioic acid 1-ethyl-4-n-butyl ester